FC=1C=CC=C2C=C(C=NC12)C1=NC(SC2=C1C=CC(=C2C)C)(C)C 4-(8-fluoro-3-quinolyl)-2,2,7,8-tetramethyl-1,3-benzothiazine